(S)-N-(4-(2,5-difluorophenyl)-2-(3-fluoropyrrolidin-1-yl)pyridin-3-yl)-2-morpholino-acetamide FC1=C(C=C(C=C1)F)C1=C(C(=NC=C1)N1C[C@H](CC1)F)NC(CN1CCOCC1)=O